C(C)OC(=O)C1=CN(C2=NC(=C(C(=C2C1=O)C)F)Cl)C=1SC=CN1 7-chloro-6-fluoro-5-methyl-4-oxo-1-(1,3-thiazol-2-yl)-1,4-dihydro-1,8-naphthyridine-3-carboxylic acid ethyl ester